(R)-3-(3-(difluoromethoxy)phenyl)-1-isopropyl-N-(3-methyl-1,1-dioxidothietan-3-yl)-1,4,6,7-tetrahydropyrano[4,3-c]pyrazole-6-carboxamide FC(OC=1C=C(C=CC1)C=1C2=C(N(N1)C(C)C)C[C@@H](OC2)C(=O)NC2(CS(C2)(=O)=O)C)F